tert-butyl (4-(2-((4-(trifluoromethyl)phenyl)thio)phenyl)pyridin-2-yl)carbamate FC(C1=CC=C(C=C1)SC1=C(C=CC=C1)C1=CC(=NC=C1)NC(OC(C)(C)C)=O)(F)F